3-bromo-6-(difluoromethoxy)-2-fluorobenzoic acid methyl ester COC(C1=C(C(=CC=C1OC(F)F)Br)F)=O